N-(4-(4-(6-(3,3-difluoroazetidin-1-yl)pyridin-2-yl)-1H-1,2,3-triazol-1-yl)-3-(6-azaspiro[2.5]octan-6-yl)phenyl)methanesulfonamide FC1(CN(C1)C1=CC=CC(=N1)C=1N=NN(C1)C1=C(C=C(C=C1)NS(=O)(=O)C)N1CCC2(CC2)CC1)F